FC(F)[Si](OCCC)(OCCC)OCCC difluoromethyltri-n-propoxysilane